CC=1N=NSC1C(=O)O 4-methyl-1,2,3-thiadiazole-5-carboxylic acid